C(C1=CC=CC=C1)[C@H]1N(C(OC1)=O)C([C@H]([C@](O)(C1=CC(=C(C(=C1)OC)C)OC)Cl)OC1CC2=CC=CC=C2C1)=O (R)-4-benzyl-3-((2R,3s)-2-((2,3-dihydro-1H-inden-2-yl)oxy)-3-(3,5-dimethoxy-4-methylphenyl)-3-hydroxychloropropionyl)oxazolidin-2-one